(5R,8S)-N-(3-chloro-4-(trifluoromethyl)phenyl)-2-hydroxy-6,7,8,9-tetrahydro-5H-5,8-epimino-cyclohepta[d]pyrimidine-10-carboxamide ClC=1C=C(C=CC1C(F)(F)F)NC(=O)N1[C@@H]2CC[C@H]1CC=1N=C(N=CC12)O